ClC1=CC(=C2C=NNC2=C1)C1(C[C@H]2C([C@H]2C1)NC(C1=CC(=CC=C1)C(F)(F)F)=O)O N-((1R,3r,5S,6r)-3-(6-chloro-1H-indazol-4-yl)-3-hydroxybicyclo[3.1.0]hexan-6-yl)-3-(trifluoromethyl)benzamide